FC=1C(=C(C=CC1F)C1CCN(CC1)C(=O)C1=NNC2=C1CN(CC2)C2COC2)C(F)(F)F (4-(3,4-difluoro-2-(trifluoromethyl)phenyl)piperidin-1-yl)(5-(oxetan-3-yl)-4,5,6,7-tetrahydro-1H-pyrazolo[4,3-c]pyridin-3-yl)methanone